4-chloro-N-(4-(2,4-dichlorophenyl)thiazol-2-yl)benzamide ClC1=CC=C(C(=O)NC=2SC=C(N2)C2=C(C=C(C=C2)Cl)Cl)C=C1